2-(((5z,8z,11z,14z,17z)-eicosa-5,8,11,14,17-pent-en-1-yl)oxy)butyric acid C(CCC\C=C/C\C=C/C\C=C/C\C=C/C\C=C/CC)OC(C(=O)O)CC